ClC=1C(CC=C(C1)OC1=CCC(C(=C1)Cl)(C1=NC2=CC(=CC=C2C=C1)Cl)F)(F)C1=NC2=CC(=CC=C2C=C1)Cl 5,7-dichloro-4-quinolinyl-4-fluorophenyl ether